Rac-(1R,5S,8S)-3-[4-({8-[3-(methanesulfonylmeth-yl)azetidin-1-yl]-5-(propan-2-yl)isoquinolin-3-yl}amino)pyrimidin-2-yl]-3-azabicyclo[3.2.1]octan-8-ol CS(=O)(=O)CC1CN(C1)C=1C=CC(=C2C=C(N=CC12)NC1=NC(=NC=C1)N1C[C@H]2CC[C@@H](C1)C2O)C(C)C |r|